FC(C(=O)O)(F)F.CC(C(=O)N[C@@H]1CNC[C@H]1C)(COC1=NC=CC=C1C)C trans-2,2-dimethyl-3-((3-methylpyridin-2-yl)oxy)-N-(4-methylpyrrolidine-3-yl)propanamide trifluoroacetate